((3ar,5r,6as)-5-(6-chloro-1H-indazol-4-yl)-5-hydroxycyclopenta[c]pyrrol-2(1H)-yl)(pyridin-4-yl)methanone ClC1=CC(=C2C=NNC2=C1)C1(C=C2C(CN(C2)C(=O)C2=CC=NC=C2)=C1)O